6-(benzyloxy)-2,2-dimethylhexan-1-ol C(C1=CC=CC=C1)OCCCCC(CO)(C)C